N-(Cyclobutylaminothiocarbonyl)-2-(2-fluoropyridin-3-yl)-2-(4-(trifluoromethyl)pyridin-2-yl)acetamide C1(CCC1)NC(=S)NC(C(C1=NC=CC(=C1)C(F)(F)F)C=1C(=NC=CC1)F)=O